C(#N)C1=CC(=CC(=N1)[C@H](CC(=O)OC)NC(C(CC(C)C)N1C(C=C(C(=C1)CCN(C)C)C(F)(F)F)=O)=O)C1=C(C=CC=C1C)C methyl (3S)-3-(6-cyano-4-(2,6-dimethylphenyl)pyridin-2-yl)-3-(2-(5-(2-(dimethylamino)ethyl)-2-oxo-4-(trifluoromethyl)pyridin-1(2H)-yl)-4-methylpentanamido)propanoate